OCC1(CN([C@H]2CN[C@@H]12)CC=1C=NC(=CC1)OC)O (1S,5R)-4-(hydroxymethyl)-2-((6-methoxypyridin-3-yl)methyl)-2,6-diazabicyclo[3.2.0]Heptane-4-ol